BrC1=CC=C2C(=NN(C2=C1)C)N(C(=O)N)CCC(=O)OC methyl 3-(1-(6-bromo-1-methyl-1H-indazole-3-yl)ureido)propanoate